C1N(CC12CCCCC2)CC2=CC=C(CNC1=C3C(N(C(C3=CC=C1)=O)C1C(NC(CC1)=O)=O)=O)C=C2 4-(4-(2-azaspiro[3.5]nonan-2-ylmethyl)benzylamino)-2-(2,6-dioxopiperidin-3-yl)isoindoline-1,3-dione